COC=1C=C2C(=NC=NC2=CC1OC)OC1=CC(=C(C(=C1)F)C(C(=O)NC1=CC=C(C=C1)C1=CN=CN1C)=O)F (4-((6,7-dimethoxyquinazolin-4-yl)oxy)-2,6-difluorophenyl)-N-(4-(1-methyl-1H-imidazol-5-yl)phenyl)-2-oxoacetamide